[O].[Mo].[Se] selenium molybdenum oxygen